ClC1=NC=2C=CC=CC2C2=C1NC(N2CC=2C=CC=CC2)=O 3-((4-chloro-2-oxo-2,3-dihydro-1H-imidazo[4,5-c]quinolin-1-yl)methyl)benzene